4-phenyl-3-[(2E)-3-(pyrimidin-5-yl)prop-2-enoyl]-1,2-dihydro-1,6-naphthyridin-2-one C1(=CC=CC=C1)C1=C(C(NC2=CC=NC=C12)=O)C(\C=C\C=1C=NC=NC1)=O